(2S,11aR)-7-chloro-2-((8-fluoro-2-oxo-1,2,3,4-tetrahydro-1,6-naphthyridin-7-yl)oxy)-6-isopropoxy-8-methyl-2,3,11,11a-tetrahydro-1H,5H-benzo[f]pyrrolo[2,1-c][1,4]oxazepin-5-one ClC=1C(=CC2=C(C(N3[C@@H](CO2)C[C@@H](C3)OC3=NC=C2CCC(NC2=C3F)=O)=O)C1OC(C)C)C